C1=NCOC2=C1C1=CC=CC=C1C=C2 naphtho[1,2-e][1,3]oxazine